C1(=CC=CC2=CC=CC=C12)OP(=O)([O-])[O-] alpha-naphthylphosphate